biphenyl-4,4'-dicarboxylic acid C1(=CC=C(C=C1)C(=O)O)C1=CC=C(C=C1)C(=O)O